FC=1C=CC2=C(CCO2)C1CNC1=NC=C(C=2N1C=NN2)C=2C=1N(C=C(C2)OC)N=CN1 N-((5-fluoro-2,3-dihydrobenzofuran-4-yl)methyl)-8-(6-methoxy-[1,2,4]triazolo[1,5-a]pyridin-8-yl)-[1,2,4]triazolo[4,3-c]pyrimidin-5-amine